3-(trans-4-{[7-(2-methoxyethoxy)-4-quinazolinyl]oxy}cyclohexyl)-1-[5-(trifluoromethyl)-3-pyridinyl]-2,4-imidazolidinedione COCCOC1=CC=C2C(=NC=NC2=C1)O[C@@H]1CC[C@H](CC1)N1C(N(CC1=O)C=1C=NC=C(C1)C(F)(F)F)=O